FC(C(CC1=NN=CN1C)C=1C=C(C=CC1)NC(OC(C)(C)C)=O)F tert-butyl N-[3-[1,1-difluoro-3-(4-methyl-1,2,4-triazol-3-yl)propan-2-yl]phenyl]-carbamate